2-[4-[6-[5-(6-methyl-2-pyridyl)-1H-imidazol-4-yl]-3-quinolyl]pyrazol-1-yl]ethanamine CC1=CC=CC(=N1)C1=C(N=CN1)C=1C=C2C=C(C=NC2=CC1)C=1C=NN(C1)CCN